1-[3-(amino)propyl]-uracil NCCCN1C(=O)NC(=O)C=C1